5-methyl-1-(naphthalen-2-yl)pyrazol-3-ol CC1=CC(=NN1C1=CC2=CC=CC=C2C=C1)O